(4r,5s)-methyl-5-(2-fluorophenyl)-2,2-diethyl-1,3-dioxolane-4-carboxylate COC(=O)[C@@H]1OC(O[C@H]1C1=C(C=CC=C1)F)(CC)CC